FC1=C(C(=O)N2CC3C(C2)CN(C3)C3=NC(=CC(=N3)C(=O)O)C)C(=CC=C1)C1=NC=CC=N1 2-((3r,6s)-5-(2-fluoro-6-(pyrimidin-2-yl)benzoyl)hexahydropyrrolo[3,4-c]pyrrol-2(1H)-yl)-6-methylpyrimidine-4-carboxylic acid